C(CC(CC)([2H])[2H])(=O)O valeric acid-3,3-d2